C(C1=CC=CC=C1)C(C(=O)[O-])(C(=O)[O-])CCC benzyl-propyl-malonate